BrC1=CC(=C(C(=O)O)C=C1F)F 4-bromo-2,5-difluoro-benzoic acid